tert-butyl 6-fluoro-1,4-diazepan-1-carboxylate FC1CNCCN(C1)C(=O)OC(C)(C)C